6-[4-[4-(aminomethyl)-1-oxo-2H-phthalazin-6-yl]-2-methyl-pyrazol-3-yl]-3-methyl-quinoline-5-carbonitrile NCC1=NNC(C2=CC=C(C=C12)C1=C(N(N=C1)C)C1=C(C=2C=C(C=NC2C=C1)C)C#N)=O